1-([1,1'-Biphenyl]-4-ylmethyl)-3-(2-ethynylthiazol-4-yl)urea C1(=CC=C(C=C1)CNC(=O)NC=1N=C(SC1)C#C)C1=CC=CC=C1